(S)-3-(4-(((R)-7-fluoro-4-(6-((3-methyloxetan-3-yl)methoxy)pyridin-3-yl)-2,3-dihydro-1H-inden-1-yl)oxy)phenyl)hex-4-ynoic acid methyl ester COC(C[C@H](C#CC)C1=CC=C(C=C1)O[C@@H]1CCC2=C(C=CC(=C12)F)C=1C=NC(=CC1)OCC1(COC1)C)=O